BrC=1C=CC2=CN(N=C2C1)C1CCC(CC1)CC(=O)OCC 1-Ethyl 2-((1r,4r)-4-(6-bromo-2H-indazol-2-yl)cyclohexyl)acetate